CN1C(C(=CC=2CCCCC12)C(=O)NC1=NC=CC=N1)=O 1-Methyl-2-oxo-N-pyrimidin-2-yl-5,6,7,8-tetrahydroquinoline-3-carboxamide